3-hydroxy-3-methylcyclobutyl pivalate C(C(C)(C)C)(=O)OC1CC(C1)(C)O